C(CC1=CC=CC=C1)N1C(C2=CC=C(C=C2C=C1)C1=CC=C(C=C1)C(F)(F)F)=O 2-phenethyl-6-(4-(trifluoromethyl)phenyl)isoquinolin-1(2H)-one